1-Methoxyethanol COC(C)O